[(3R,9aS)-3-(2,3-difluorophenyl)-3-hydroxy-1,4,6,7,9,9a-hexahydropyrazino[2,1-c][1,4]oxazin-8-yl]-(2-chloro-3-methoxyphenyl)methanone FC1=C(C=CC=C1F)[C@@]1(CN2[C@H](CO1)CN(CC2)C(=O)C2=C(C(=CC=C2)OC)Cl)O